6-isothiocyanato-2-phenyl-3-(3,3,3-trifluoro-1-(thiophen-2-yl)propyl)-1H-indole N(=C=S)C1=CC=C2C(=C(NC2=C1)C1=CC=CC=C1)C(CC(F)(F)F)C=1SC=CC1